N-(5-((S)-2-cyclopropyl-2-methoxyacetyl)-6-((2-fluoro-[1,1'-biphenyl]-3-yl)methyl)-5-azaspiro[2.4]heptan-7-yl)methanesulfonamide C1(CC1)[C@@H](C(=O)N1CC2(CC2)C(C1CC=1C(=C(C=CC1)C1=CC=CC=C1)F)NS(=O)(=O)C)OC